tert-butyl (2R,4R)-2-(((S)-1-(((3-chloro-1H-indol-5-yl)methyl)amino)-1-oxopropan-2-yl)carbamoyl)-4-phenylpyrrolidine-1-carboxylate ClC1=CNC2=CC=C(C=C12)CNC([C@H](C)NC(=O)[C@@H]1N(C[C@H](C1)C1=CC=CC=C1)C(=O)OC(C)(C)C)=O